CC1(OCCC(O1)=O)C dimethyl-1,3-dioxane-4-one